iodo-4-(((1-methyl-1H-pyrazol-3-yl)methyl)sulfonyl)benzamide IC1=C(C(=O)N)C=CC(=C1)S(=O)(=O)CC1=NN(C=C1)C